6-[[2-methyl-2-(prop-2-enoylamino)propanoyl]amino]hexanoic acid, sodium salt [Na+].CC(C(=O)NCCCCCC(=O)[O-])(C)NC(C=C)=O